2-methyl-5-(2-phenylcyclopropyl)benzofuran-3-carboxylic acid CC=1OC2=C(C1C(=O)O)C=C(C=C2)C2C(C2)C2=CC=CC=C2